NC=1C(NC2=C(C(=CN=C2C1C1=C2C=NNC2=C(C=C1)F)C1COC1)C)=O 3-Amino-4-(7-fluoro-1H-indazol-4-yl)-8-methyl-7-(oxetan-3-yl)-1H-1,5-naphthyridin-2-one